C(CCCCCCC)(=O)[O-].C(CCC)[Sn+2]CCCC.C(CCCCCCC)(=O)[O-] diButyltin octanoate